OCC1N(CCCC1)C=O (2-(hydroxymethyl)piperidin-1-yl)methanone